BrC=1C=C(OCC2=NC(=CC=C2)OC)C=CC1F 2-[(3-bromo-4-fluoro-phenoxy)methyl]-6-methoxy-pyridine